4-(5-(tert-butylsulfonyl)-2-oxa-5-azaspiro[3.4]octan-7-yl)-7-chloro-3,4-dihydro-2H-benzo[b][1,4]oxazine C(C)(C)(C)S(=O)(=O)N1C2(COC2)CC(C1)N1C2=C(OCC1)C=C(C=C2)Cl